2-(2,6-dioxopiperidin-3-yl)-5-((4-(1-isopropyl-6-((2-(4-methoxypiperidin-1-yl)pyrimidin-4-yl)amino)-1H-pyrazolo[4,3-c]pyridin-3-yl)piperazin-1-yl)methyl)isoindoline-1,3-dione O=C1NC(CCC1N1C(C2=CC=C(C=C2C1=O)CN1CCN(CC1)C1=NN(C2=C1C=NC(=C2)NC2=NC(=NC=C2)N2CCC(CC2)OC)C(C)C)=O)=O